6-methoxy-2-(4-(4-methoxyphenoxy)phenyl)-4H-chromen-4-one COC=1C=C2C(C=C(OC2=CC1)C1=CC=C(C=C1)OC1=CC=C(C=C1)OC)=O